(-)-N-{2-[3,5-difluoro-6-(4-fluorophenyl)-4-(2-hydroxyprop-2-yl)pyridin-2-yl]-3,3,3-trisFluoro-2-hydroxypropyl}-2-fluoro-8-methoxy-3-methylquinoline-6-carboxamide FC=1C(=NC(=C(C1C(C)(C)O)F)C1=CC=C(C=C1)F)C(CNC(=O)C=1C=C2C=C(C(=NC2=C(C1)OC)F)C)(C(F)(F)F)O